(4-(3-methylpyrrolidin-3-yl)-1H-1,2,3-triazol-1-yl) methylpentanoate CC(C(=O)ON1N=NC(=C1)C1(CNCC1)C)CCC